(R)-6-(3-(4-cyclobutylphenyl)-2-methylpropyl)-2-thia-6-azaspiro[3.4]octane 2,2-dioxide C1(CCC1)C1=CC=C(C=C1)C[C@H](CN1CC2(CS(C2)(=O)=O)CC1)C